5-(1,1-dimethylheptyl)benzene-1,3-diol CC(CCCCCC)(C)C=1C=C(C=C(C1)O)O